O[C@@]12[C@@](OC=3C=NC=C(C31)OC)([C@@H]([C@H]([C@H]2O)CN(CC=2C=NC=CC2)C)C2=CC=CC=C2)C2=CC=C(C#N)C=C2 4-((4bS,5R,6S,7S,7aR)-4b,5-dihydroxy-4-methoxy-6-((methyl(pyridin-3-ylmethyl)amino)methyl)-7-phenyl-4b,5,6,7-tetrahydro-7aH-cyclopenta[4,5]furo[2,3-c]pyridin-7a-yl)benzonitrile